(R)-3-(5-chloro-6-(1-(5-chloropyridin-2-yl)ethoxy)-2-oxobenzo[d]oxazol-3(2H)-yl)propanoic acid ClC=1C(=CC2=C(N(C(O2)=O)CCC(=O)O)C1)O[C@H](C)C1=NC=C(C=C1)Cl